5-[[(3R)-1-tert-butoxycarbonyl-3-piperidyl]-(6-chloro-8-methyl-1-isoquinolyl)carbamoyl]pyridine-2-carboxylic acid C(C)(C)(C)OC(=O)N1C[C@@H](CCC1)N(C(=O)C=1C=CC(=NC1)C(=O)O)C1=NC=CC2=CC(=CC(=C12)C)Cl